FC=1C=C(C=CC1OC)C(=O)N1CCC(CC1)CCCCNC(=O)C1=CC=2C(=CN=CC2)S1 N-(4-{1-[(3-fluoro-4-methoxyphenyl)carbonyl]piperidin-4-yl}butyl)thieno[2,3-c]pyridine-2-carboxamide